C(C)(C)(C)C1=CC=C(C=C1)C=1OC2=C(C1)C=CC(=C2)OC 2-(4-tert-butylphenyl)-6-methoxybenzofuran